3-{4-[8-amino-5-(1,4-diazacycloheptan-1-ylmethyl)-3-methylimidazo[1,5-a]pyrazin-1-yl]naphthalen-1-yl}-1-[3-(trifluoromethyl)phenyl]urea NC=1C=2N(C(=CN1)CN1CCNCCC1)C(=NC2C2=CC=C(C1=CC=CC=C21)NC(NC2=CC(=CC=C2)C(F)(F)F)=O)C